CC=1C=C(C=CC1OC1=CC2=C(N(C=N2)C)C=C1)NC1=NC=NC=C1C=1C=C(C=CC1)NC(OC(C)(C)C)=O tert-butyl (3-(4-((3-methyl-4-((1-methylbenzimidazol-5-yl)oxy)phenyl)amino)pyrimidin-5-yl)phenyl)carbamate